1-(1-(4-methoxyphenyl)piperidin-4-yl)ethylamine COC1=CC=C(C=C1)N1CCC(CC1)C(C)N